ClC=1C(=NC(=NC1)NC1=CC(=CC(=C1)Cl)Cl)NC1=C(C=CC=C1)S(=O)(=O)C(C)C 5-Chloro-N2-(3,5-dichlorophenyl)-N4-(2-(isopropylsulfonyl)phenyl)pyrimidine-2,4-diamine